N-(2-aminoethyl)-2-oxoacetamide NCCNC(C=O)=O